C(C)OC(=O)C=1C=NOC1O[C@@H]1CN(CC1)CC(=O)NC=1C=CC=C2C(=CNC12)C1=NC(=NC=C1C)NC1=NN(C(=C1)C)C (S)-5-((1-(2-((3-(2-((1,5-dimethyl-1H-pyrazol-3-yl)amino)-5-methylpyrimidin-4-yl)-1H-indol-7-yl)amino)-2-oxoethyl)pyrrolidin-3-yl)oxy)isoxazole-4-carboxylic acid ethyl ester